(R)-N-(6-(3-(2-Ethoxyphenoxy)piperidin-1-yl)pyrazin-2-yl)-4-phenyloxazol-2-amin C(C)OC1=C(O[C@H]2CN(CCC2)C2=CN=CC(=N2)NC=2OC=C(N2)C2=CC=CC=C2)C=CC=C1